C(C)(=O)O[C@@H]1[C@H](O[C@@H]([C@H]([C@H]1OC(C)=O)OC(C)=O)OCCCON)COC(C)=O (2R,3R,4S,5S,6S)-2-(acetoxymethyl)-6-(3-(aminooxy)propoxy)tetrahydro-2H-pyran-3,4,5-triyl triacetate